6-(3-(pyrrolidin-1-yl)propoxy)benzo[b]thiophene-2-carboxylic acid N1(CCCC1)CCCOC=1C=CC2=C(SC(=C2)C(=O)O)C1